NCCOCCOCCNC(=O)CCOCCC(=O)OC(C)(C)C tert-butyl 3-[2-({2-[2-(2-aminoethoxy)ethoxy]ethyl}-carbamoyl)ethoxy]propanoate